ClC=1C=C(C=CC1Cl)C=1C=C2CC(C(C2=CC1)NC(O[C@@H]1CN2CCC1CC2)=O)(C)C (S)-quinuclidin-3-yl (5-(3,4-dichlorophenyl)-2,2-dimethyl-2,3-dihydro-1H-inden-1-yl)carbamate